O1C(=CC=C1)CO furanemethanol